FC=1C=C2C(=CN(C2=CC1)C)C1CCN(CC1)C(=O)C=1C=CC2=C(NC(CO2)=O)C1 6-[4-(5-Fluoro-1-methyl-indol-3-yl)piperidine-1-carbonyl]-4H-1,4-benzoxazin-3-one